CC1=NOC(=C1C1=CSC2=C1N=CN=C2N[C@H](CN2CCN(CC2)S(=O)(=O)C=2SC(=CC2)C2=C(C(=NO2)C)C)C)C 7-(3,5-dimethyl-1,2-oxazol-4-yl)-N-[(2S)-1-(4-{[5-(3,4-dimethyl-1,2-oxazol-5-yl)thiophen-2-yl]sulfonyl}piperazin-1-yl)propan-2-yl]thieno[3,2-d]pyrimidin-4-amine